CC1([C@@H]([C@@H](CC(=C)[C@@]12CCC(=O)C=C2)O)Br)C The molecule is a sesquiterpenoid isolated from the marine red algae, Laurencia scoparia. It has a role as an algal metabolite and a marine metabolite. It is an organobromine compound, a spiro compound, an olefinic compound, a sesquiterpenoid and a secondary alcohol.